tert-butyl 4-(2-chloro-7-fluoroquinolin-6-yl)-3,6-dihydro-2H-pyridine-1-carboxylate ClC1=NC2=CC(=C(C=C2C=C1)C=1CCN(CC1)C(=O)OC(C)(C)C)F